COC1=CC=C(C=C1)S(=NC(=O)C=1C=NN(C1)C1=CC=C(C=C1)C1=NOC(=N1)C(F)(F)F)(=O)C N-((4-methoxyphenyl)(methyl)(oxo)-λ6-sulfaneylidene)-1-(4-(5-(trifluoromethyl)-1,2,4-oxadiazol-3-yl)phenyl)-1H-pyrazole-4-carboxamide